2-[3-[(1R)-1-aminoethyl]-2-chloro-phenyl]-2,2-difluoroethanol N[C@H](C)C=1C(=C(C=CC1)C(CO)(F)F)Cl